3-oxo-2-[(4-vinylphenyl) methyl]Ethyl butyrate C(CCC)(=O)OCCCC=1CC(C(=CC1)C=C)=O